ClC1=CC=C2C(=CNC2=C1)S(=O)(=O)NC1=NC=C(C(=N1)OC)CC 6-chloro-N-(5-ethyl-4-methoxy-pyrimidin-2-yl)-1H-indole-3-sulfonamide